2-(2,6-dioxopiperidin-3-yl)-4-(pyridin-3-ylmethoxy)isoindoline-1,3-dione O=C1NC(CCC1N1C(C2=CC=CC(=C2C1=O)OCC=1C=NC=CC1)=O)=O